NC1=CC=C(C=C1)CCNC[C@H](O)C1=CC=CC=C1 (R)-2-((4-aminophenylethyl)amino)-1-phenylethanol